BrCC=1C(=NC=NC1)OC 5-(bromomethyl)-4-methoxypyrimidine